N-((3R,4S)-4-((8-amino-6-(2,6-di-chloro-3,5-dimethoxyphenyl)pyrido[3,4-d]pyrimidin-2-yl)amino)tetrahydro-furan-3-yl)acrylamide NC1=NC(=CC2=C1N=C(N=C2)N[C@H]2[C@H](COC2)NC(C=C)=O)C2=C(C(=CC(=C2Cl)OC)OC)Cl